N1=C(C=CC=C1)NC1=NC=NC=C1 N-(pyridin-2-yl)pyrimidin-4-amine